N-((3R,4S)-4-((7-(2,6-dichloro-3,5-dimethoxyphenyl)-5-((oxetan-3-ylmethyl)amino)-2,6-naphthyridin-3-yl)amino)tetrahydrofuran-3-yl)acrylamide ClC1=C(C(=C(C=C1OC)OC)Cl)C1=NC(=C2C=C(N=CC2=C1)N[C@H]1[C@H](COC1)NC(C=C)=O)NCC1COC1